OCCCCCCO[C@H]1CC[C@H]2[C@@H]3CC[C@H]4CC([C@@H](C[C@@]4([C@H]3CC[C@]12C)C)C)=O (2R,5S,8R,9S,10S,13S,14S,17S)-17-(6-hydroxyhexyloxy)-2,10,13-trimethyl-tetradecahydro-1H-cyclopenta[a]phenanthren-3(2H)-one